BrC=1C(=CC=2C3=C(C(=NC2C1)Cl)N=CN3[C@@H]3C[C@H](N(CC3)C(=O)OC(C)(C)C)CC(=O)OC(C)(C)C)Cl tert-butyl (2S,4S)-4-(7-bromo-4,8-dichloro-1H-imidazo[4,5-c]quinolin-1-yl)-2-(2-(tert-butoxy)-2-oxoethyl)piperidine-1-carboxylate